FC1=C(C=CC(=C1C1=CC2=C(N=C(N=C2)S(=O)(=O)C)N(C1=O)C)F)NS(=O)(=O)N1C[C@@H](CC1)F (3R)-N-(2,4-difluoro-3-(8-methyl-2-(methylsulfonyl)-7-oxo-7,8-dihydropyrido[2,3-d]pyrimidin-6-yl)phenyl)-3-fluoropyrrolidine-1-sulfonamide